6,8-dichloro-3-(1-hydroxy-3-methylbut-2-yl)pyrido[3,4-d]Pyrimidin-4(3H)-one ClC1=CC2=C(N=CN(C2=O)C(CO)C(C)C)C(=N1)Cl